4-isopropoxy-6-phenyl-pyrimidin-2-amine C(C)(C)OC1=NC(=NC(=C1)C1=CC=CC=C1)N